(4-oxo-3-phenethyl-3,4-dihydropteridin-2-yl)thio-acetamide O=C1N(C(=NC2=NC=CN=C12)SCC(=O)N)CCC1=CC=CC=C1